FC1=C(C2=C(C(=C(C(=C2C(=C1F)F)F)F)F)F)[B-](C1=C(C(=C(C2=C(C(=C(C(=C12)F)F)F)F)F)F)F)(C1=C(C(=C(C2=C(C(=C(C(=C12)F)F)F)F)F)F)F)C1=C(C(=C(C2=C(C(=C(C(=C12)F)F)F)F)F)F)F.C[NH+](C1=CC=CC=C1)C dimethylanilinium tetrakis(perfluoronaphthyl)borate